2-((3-chloro-4-fluorophenyl)((4-fluorobenzyl)oxy)methyl)-5-methyl-4-(methylsulfonyl)-1H-imidazole ClC=1C=C(C=CC1F)C(C=1NC(=C(N1)S(=O)(=O)C)C)OCC1=CC=C(C=C1)F